calcium (Sorbitol) OC[C@H](O)[C@@H](O)[C@H](O)[C@H](O)CO.[Ca]